Cl.C1(CCC1)N1CC(CCC1)C(=O)C1=CC2=CC=C(C=C2C=C1)C (1-Cyclobutylpiperidin-3-yl)(6-methylnaphthalen-2-yl)methanone hydrochloride